NC1=CC=C(C(=O)NC2CCC(CC2)NC(C2=CC=C(C=C2)N)=O)C=C1 N,N'-bis(4-aminobenzoyl)cyclohexane-1,4-diamine